2-[5-(5-chloro-2-fluoro-phenyl)-1H-imidazol-4-yl]-7-(1,4-diazepan-1-yl)-1,5-naphthyridine ClC=1C=CC(=C(C1)C1=C(N=CN1)C1=NC2=CC(=CN=C2C=C1)N1CCNCCC1)F